CNC1=NC(=NC(=C1)C)NC1=CC(=C(C=C1)C)N1N=CC(=C1)CNC N4,6-dimethyl-N2-(4-methyl-3-(4-((methylamino)methyl)-1H-pyrazol-1-yl)phenyl)pyrimidine-2,4-diamine